Alaninat N[C@@H](C)C(=O)[O-]